5-(2,4-Dichloro-5-{[(1S)-1-(piperidin-4-yl)ethyl]amino}phenyl)-1,3,4-oxadiazol-2(3H)-one ClC1=C(C=C(C(=C1)Cl)N[C@@H](C)C1CCNCC1)C1=NNC(O1)=O